C1(CC1)CN1C(=NC=2C1=C1C(=NC2)NC=C1)C1=CC=C(O1)/C=C(\C#N)/C(=O)N1CCN(CC1)C (E)-3-(5-(1-(cyclopropylmethyl)-1,6-dihydroimidazo[4,5-d]pyrrolo[2,3-b]pyridin-2-yl)furan-2-yl)-2-(4-methylpiperazine-1-carbonyl)acrylonitrile